C(C1=CC=CC=C1)N1[C@H]2[C@@H](OCC1=O)CCN(C2)C(=O)OC(C)(C)C (cis)-tert-butyl 4-benzyl-3-oxohexahydro-2H-pyrido[4,3-b][1,4]oxazine-6(7H)-carboxylate